N1C=C(C2=CC=CC=C12)CCNC1=NC(=NC2=C1OCCN2C)C=2C=NC=CC2 3-[4-[2-(1H-indol-3-yl)ethylamino]-8-methyl-6,7-dihydropyrimido[5,4-b][1,4]oxazin-2-yl]pyridin